N-cyclopentyl-2-(4-ethylpiperazin-1-yl)-5-methylbenzo[d]thiazole-6-carboxamide C1(CCCC1)NC(=O)C1=CC2=C(N=C(S2)N2CCN(CC2)CC)C=C1C